COC1=NC=C(C(=O)OC)C=C1CC(F)(F)F methyl 6-methoxy-5-(2,2,2-trifluoroethyl)nicotinate